2,5-dichloro-N-(2-(((R)-3-methyl-1-((5S,7R)-5,6,7-trimethyl-4-oxo-1,3,6,2-dioxazaborocan-2-yl)butyl)amino)-2-oxoethyl)benzamide ClC1=C(C(=O)NCC(=O)N[C@@H](CC(C)C)B2OC[C@H](N([C@H](C(O2)=O)C)C)C)C=C(C=C1)Cl